CC(=C)CCCC(CC)C 2,6-dimethyl-octene